NC1=CC=C(C(N)C(=O)O)C=C1 para-aminophenylglycine